FC1=CC=C(C=C1)C1=CC(=C(C=C1)CNC(C=C)=O)C1=NN(C=C1)C1COC1 N-((4'-fluoro-3-(1-(oxetan-3-yl)-1H-pyrazol-3-yl)-[1,1'-biphenyl]-4-yl)methyl)acrylamide